C(C)O[Si](C(C(C(C(C(CCC(F)(F)F)(F)F)(F)F)(F)F)(F)F)(F)F)(OCC)OCC triethoxytridecafluorooctyl-silane